FC=1C=C(C=CC1)N1C=C(C=CC1=O)NC(=O)C12CC3CC(CC(C1)C3)C2 (3r,5r,7r)-N-(1-(3-fluorophenyl)-6-oxo-1,6-dihydropyridin-3-yl)adamantane-1-carboxamide